[Na].ClC=1C(=NC=CC1S)N1C[C@H](CC1)O (S)-3-chloro-2-(3-hydroxypyrrolidin-1-yl)pyridin-4-thiol sodium